1,5-dibromo-2-chloro-3-ethylbenzene BrC1=C(C(=CC(=C1)Br)CC)Cl